N-(4-nitrosophenyl)-N-phenylnaphthalen-1-amine N(=O)C1=CC=C(C=C1)N(C1=CC=CC2=CC=CC=C12)C1=CC=CC=C1